FC1=C(CNC2=NC(=NC=C2C(=O)N)NC=2C=NN(C2)C2CCCC2)C(=CC=C1)OC 4-[(2-fluoro-6-methoxybenzyl)amino]-2-[(1-cyclopentyl-1H-pyrazol-4-yl)amino]pyrimidin-5-carboxamide